3-((6-aminopyrimidin-4-yl)oxy)-N-(4-((4-ethylpiperazin-1-yl)methyl)-3-(trifluoromethyl)phenyl)-4-methyl-benzamide NC1=CC(=NC=N1)OC=1C=C(C(=O)NC2=CC(=C(C=C2)CN2CCN(CC2)CC)C(F)(F)F)C=CC1C